3-[3-[4-(azetidin-3-yl)phenyl]-6-methyl-5-phenyl-imidazo[4,5-b]pyridin-2-yl]pyridin-2-amine N1CC(C1)C1=CC=C(C=C1)N1C(=NC=2C1=NC(=C(C2)C)C2=CC=CC=C2)C=2C(=NC=CC2)N